COC1=NN(C2=NC(=CN=C21)N2CCC1(CC(NC1)=O)CC2)C2OCCCC2 8-(3-methoxy-1-(tetrahydro-2H-pyran-2-yl)-1H-pyrazolo[3,4-b]pyrazin-6-yl)-2,8-diazaspiro[4.5]decan-3-one